tert-butyl (S)-4-(5-(6-(1-(tert-butoxy)-2-ethoxy-2-oxoethyl)-7-(4-chlorophenyl)-5-methylbenzo[d]thiazol-2-yl)-1-methyl-1H-pyrazolo[3,4-b]pyridin-3-yl)piperidine-1-carboxylate C(C)(C)(C)O[C@H](C(=O)OCC)C1=C(C2=C(N=C(S2)C=2C=C3C(=NC2)N(N=C3C3CCN(CC3)C(=O)OC(C)(C)C)C)C=C1C)C1=CC=C(C=C1)Cl